2-(3,5-dimethoxyphenyl)-2-oxoacetaldehyde COC=1C=C(C=C(C1)OC)C(C=O)=O